Racemic-3-(2,4-dimethyl-6-oxo-1,6-dihydropyridin-3-yl)-1-(4-fluoro-2-isopropylphenyl)-7-(trifluoromethyl)-2,3-dihydroquinazolin-4(1H)-one CC=1NC(C=C(C1N1CN(C2=CC(=CC=C2C1=O)C(F)(F)F)C1=C(C=C(C=C1)F)C(C)C)C)=O